BrC=1C(=C(C=CC1)NC(=O)C=1N(C2=C(CN(CC2)CCC23CCC(CC2)(C3)C(=O)OC)N1)C)Cl Methyl 4-(2-(2-((3-bromo-2-chlorophenyl)carbamoyl)-1-methyl-1,4,6,7-tetrahydro-5H-imidazo[4,5-c]pyridin-5-yl)ethyl)bicyclo[2.2.1]heptane-1-carboxylate